3-Chloro-6-(3,4-dimethylphenyl)-N-[(1R)-1-(4-fluorophenyl)-3-hydroxypropyl]-4-oxo-4,5-dihydropyrazolo[1,5-a]pyrazine-2-carboxamide ClC=1C(=NN2C1C(NC(=C2)C2=CC(=C(C=C2)C)C)=O)C(=O)N[C@H](CCO)C2=CC=C(C=C2)F